Triformyl-Phloroglucinol C(=O)C1=C(C(=C(C(=C1O)C=O)O)C=O)O